C(C)(C)(CCC)CC(C(=O)OO)(C)C.C(CCCCCC(C)(C)C)(=O)OOC(C)(C)C t-butyl peroxyneodecanate t-hexyl-peroxypivalate